((3aS,4R,6aR)-4-(4-chloro-7H-pyrrolo[2,3-d]pyrimidin-7-yl)-2,2-dimethyl-3a,6a-dihydro-4H-cyclopenta[d][1,3]dioxol-6-yl)methyl 4-methylbenzenesulfonate CC1=CC=C(C=C1)S(=O)(=O)OCC1=C[C@H]([C@H]2[C@@H]1OC(O2)(C)C)N2C=CC1=C2N=CN=C1Cl